4-(2,4-dimethylphenyl)aniline CC1=C(C=CC(=C1)C)C1=CC=C(N)C=C1